4-bromo-3-fluorobenzoic acid BrC1=C(C=C(C(=O)O)C=C1)F